2,4,6-trimethylbenzoylphenylphosphine oxide CC1=C(C(=O)P(C2=CC=CC=C2)=O)C(=CC(=C1)C)C